BrC=1C(=NC(=CC1)Br)CO 3,6-dibromo-2-hydroxymethylpyridine